pimelate disodium [Na+].[Na+].C(CCCCCC(=O)[O-])(=O)[O-]